sodium N-methyldithiocarbamate CNC([S-])=S.[Na+]